CC1=CC=C(C=N1)C1=NC=CC=N1 6-methyl-3-(pyrimidin-2-yl)pyridine